OC1=C(C(=CC=C1)C)C=1C(=CC=CC1)C#N 2'-hydroxy-6'-methyl-[1,1'-biphenyl]-2-carbonitrile